Cl.BrC1=CC=C(C=C1)N1C[C@@H]2C([C@@H]2C1)N (1R,5S,6s)-3-(4-bromophenyl)-3-azabicyclo[3.1.0]hexan-6-amine hydrochloride